(6-chloro-1-cyclobutyl-1H-pyrrolo[2,3-B]pyridin-4-yl)methanol ClC1=CC(=C2C(=N1)N(C=C2)C2CCC2)CO